3-bromo-4-((7-(2,3-dihydrobenzo[b][1,4]dioxin-6-yl)benzo[d]isothiazol-3-yl)amino)benzaldehyde BrC=1C=C(C=O)C=CC1NC1=NSC2=C1C=CC=C2C2=CC1=C(OCCO1)C=C2